pyrrole-1,4,5-tricarboxylate N1(C=CC(=C1C(=O)[O-])C(=O)[O-])C(=O)[O-]